CNC=1C(=CC(=CC1)C=1N=NNN1)N 1-N-methyl-4-(2H-tetrazol-5-yl)benzene-1,2-diamine